C(C)(C)(C)OC(CCC(C(N)=O)N1CC2=CC=C(C=C2C1=O)N1CC2(C1)CCN(CC2)C(=O)OC(C)(C)C)=O tert-butyl 2-[2-[4-(tert-butoxy)-1-carbamoyl-4-oxobutyl]-3-oxo-1H-isoindol-5-yl]-2,7-diazaspiro[3.5]nonane-7-carboxylate